C(#N)N1C[C@@H](C[C@H]1COC)NC(=O)C=1OC(=CN1)C1=CC(=CC=C1)OC(F)(F)F N-((3R,5S)-1-cyano-5-(methoxymethyl)pyrrolidin-3-yl)-5-(3-(trifluoromethoxy)phenyl)oxazole-2-carboxamide